C1CC(CCC1N(CC2=CC=CC=C2)CC3=CC=CC=C3)O (1R,4r)-4-(dibenzylamino)cyclohexanol